ClC1=NC=CC2=CC(=C(C=C12)N(C(CCC(=O)OC)=O)C)OC methyl 4-((1-chloro-6-methoxyisoquinolin-7-yl)(methyl)amino)-4-oxobutanoate